ClC1=CC=C(C=C1)C1=NN=C(O1)CNC(=O)[C@H]1N(C[C@@H](C1)O)C([C@H](C(C)(C)C)N1N=NC(=C1)C1CC1)=O (2S,4r)-N-[[5-(4-chlorophenyl)-1,3,4-oxadiazol-2-yl]methyl]-1-[(2S)-2-(4-cyclopropyltriazol-1-yl)-3,3-dimethyl-butyryl]-4-hydroxy-pyrrolidine-2-carboxamide